5-((2-((3-((Tert-butoxycarbonyl)((2-chloro-[1,1'-biphenyl]-4-yl)methyl)amino)cyclobutyl)methoxy)ethyl)amino)benzo[c][2,6]naphthyridine-8-carboxylic acid C(C)(C)(C)OC(=O)N(C1CC(C1)COCCNC1=NC2=C(C3=CN=CC=C13)C=CC(=C2)C(=O)O)CC2=CC(=C(C=C2)C2=CC=CC=C2)Cl